NAPHTHALENETRITHIOL C1(=C(C(=CC2=CC=CC=C12)S)S)S